[K].C1(CC1)[C@@H](C(F)(F)F)NC1=CC(=C(C=N1)C1=CN=C(S1)C(=O)O)C(F)F 5-(6-(((S)-1-cyclopropyl-2,2,2-trifluoroethyl)amino)-4-(difluoromethyl)pyridin-3-yl)thiazole-2-carboxylic acid potassium